BrC=1C=C(C=C(C1)Br)NC(=O)NC1=C(C(=CC=C1)Cl)CCO 1-(3,5-dibromophenyl)-3-[3-chloro-2-(2-hydroxyethyl)phenyl]urea